2-ethynyl-1,3-dimethyl-benzene C(#C)C1=C(C=CC=C1C)C